C(C1=CC=CC=C1)(=O)O[C@@H]1[C@@H]([C@H]([C@H](OC2=CC=C(C=C2)CCN=[N+]=[N-])O[C@@H]1COCC1=CC=CC=C1)OCC1=CC=CC=C1)O 4-(2-Azidoethyl)phenyl 4-O-benzoyl-2,6-di-O-benzyl-β-D-galactopyranoside